N-(2,3-difluoro-4-((3-(2-(((3S,5S)-5-fluoropiperidin-3-yl)amino)pyrimidin-4-yl)pyridin-2-yl)oxy)-5-methylphenyl)-1-phenylethane-1-sulfonamide hydrochloride Cl.FC1=C(C=C(C(=C1F)OC1=NC=CC=C1C1=NC(=NC=C1)N[C@@H]1CNC[C@H](C1)F)C)NS(=O)(=O)C(C)C1=CC=CC=C1